ClC1=CC(=C(C=C1)N1CCC(CC1)NCCNC(OCCCC)=O)F butyl (2-((1-(4-chloro-2-fluorophenyl)piperidin-4-yl)amino)ethyl)carbamate